(R)-(1,4-oxaazepan-3-yl)methanol O1C[C@H](NCCC1)CO